Cl.CC1(CCNCCC1)O 4-methylazacycloheptan-4-ol hydrochloride